7-amino-2-(3-(4-isopropyl-4H-1,2,4-triazol-3-yl)phenyl)-6-methylphthalazin-1(2H)-one NC1=C(C=C2C=NN(C(C2=C1)=O)C1=CC(=CC=C1)C1=NN=CN1C(C)C)C